BrC=1C(=C(C=CC1)C1=CC(=C(C=C1)NC(C)=O)OC)O N-(3'-bromo-2'-hydroxy-3-methoxy-[1,1'-biphenyl]-4-yl)acetamide